ClC=1C=C(C=CC1C)N1CC(C=2C1=NC=C(N2)C(=O)N2C(CN(CC2)C2=CC=C(C=N2)CC(=O)OC)(C)C)(C)C methyl 2-(6-(4-(5-(3-chloro-4-methylphenyl)-7,7-dimethyl-6,7-dihydro-5H-pyrrolo[2,3-b]pyrazine-2-carbonyl)-3,3-dimethylpiperazin-1-yl)pyridin-3-yl)acetate